BrC1=CC=2C(=C(C3=CC(=CC=C3C2C=C1)Br)N)N 2,7-dibromo-9,10-diaminophenanthrene